CC1(N(CC(C1)CCOS(=O)(=O)C)C(=O)OC(C)(C)C)C tert-Butyl 2,2-dimethyl-4-(2-methylsulfonyloxyethyl)pyrrolidine-1-carboxylate